o-picolinamine N1=C(C=CC=C1)CN